((3-morpholinobicyclo[1.1.1]pentan-1-yl)amino)nicotinamide O1CCN(CC1)C12CC(C1)(C2)NC2=C(C(=O)N)C=CC=N2